C(C)(C)(C)[Si](C1=CC=CC=C1)(C1=CC=CC=C1)OCC1NC(=CCC1CC(C)C)C1=NC=C(C=N1)OC(C)C tert-butyl-[[3-isobutyl-6-(5-isopropoxypyrimidin-2-yl)-1,2,3,4-tetrahydropyridin-2-yl]methoxy]-diphenyl-silane